C(C)(C)(C)C1(OC(C2=CC(=C(C=C12)C(=O)O)OC)=O)OC tert-butyl-3,6-dimethoxy-1-oxo-1,3-dihydroisobenzofuran-5-carboxylic acid